FC=1C=C(OC2=C3C(C(C3=CC=C2)O)(F)F)C=C(C1)F 2-(3,5-difluorophenoxy)-8,8-difluorobicyclo[4.2.0]octa-1,3,5-trien-7-ol